ClCC1=NN(C=C1)C1=CC=C(C=C1)F 3-(chloromethyl)-1-(4-fluorophenyl)pyrazole